ClC=1C(=C(C=CC1)NC(=O)C1=CC(=CC=2NC(=NC21)COCC)NC(=O)C2=C(C=CC=C2)C(F)(F)F)C N-(3-chloro-2-methylphenyl)-2-(ethoxymethyl)-6-({[2-(trifluoromethyl)phenyl]carbonyl}amino)-1H-benzimidazole-4-carboxamide